N-Benzyl-5-(4-((1,2,3,4-Tetrahydroisochinolin-7-yl)oxy)-1H-pyrrolo[2,3-b]pyridin-3-yl)isoxazol-3-carboxamid C(C1=CC=CC=C1)NC(=O)C1=NOC(=C1)C1=CNC2=NC=CC(=C21)OC2=CC=C1CCNCC1=C2